tert-butyl N-[1-(hydroxymethyl)-4,4-dimethyl-pentyl]carbamate OCC(CCC(C)(C)C)NC(OC(C)(C)C)=O